(Z)- and (E)-2-((benzyloxy)imino)-2-(2-((tert-butoxycarbonyl)amino)thiazol-4-yl)acetic Acid C(C1=CC=CC=C1)ON=C(C(=O)O)C=1N=C(SC1)NC(=O)OC(C)(C)C